5-(1,2-dithiolan-3-yl)pentane-1-ol S1SC(CC1)CCCCCO